furanone hydrochloride Cl.O1C(CC=C1)=O